C=O.[Na] Natrium Formaldehyd